di(2-aminoethyl) dodecyl phosphate P(=O)(OCCN)(OCCN)OCCCCCCCCCCCC